N-methyl-2-(2-phenyl-2,6-diazaspiro[3.4]octan-6-yl)isonicotinamide CNC(C1=CC(=NC=C1)N1CC2(CN(C2)C2=CC=CC=C2)CC1)=O